ClC1=CN=C2C(=N1)N(C=C2I)COCC[Si](C)(C)C 3-chloro-7-iodo-5-{[2-(trimethylsilyl)ethoxy]methyl}-5H-pyrrolo[2,3-b]pyrazine